CC1=C(N=NN1C1=C(C=CC=C1)N1CCOCC1)C(=O)NC1=NC2=CC=CC=C2C=C1 5-Methyl-1-(2-morpholinophenyl)-N-(quinolin-2-yl)-1H-1,2,3-triazole-4-carboxamide